1-(4-(6-chloro-8-fluoro-7-(2-fluorophenyl)quinazolin-4-yl)-2-ethynylpiperazin-1-yl)prop-2-en-1-one ClC=1C=C2C(=NC=NC2=C(C1C1=C(C=CC=C1)F)F)N1CC(N(CC1)C(C=C)=O)C#C